1-(tetrahydro-2H-pyran-4-yl)-3-(6-((tetrahydro-2H-pyran-4-yl)ethynyl)pyrimidin-4-yl)-1H-pyrrolo[2,3-c]pyridine O1CCC(CC1)N1C=C(C=2C1=CN=CC2)C2=NC=NC(=C2)C#CC2CCOCC2